5-(4,4-dimethyl-1-piperidyl)pyrimidine-2-carbonitrile CC1(CCN(CC1)C=1C=NC(=NC1)C#N)C